(d)-3-((5-chloro-1-(3-(methylsulfonyl)propyl)-1H-indol-2-yl)methyl)-N4-(2,2,2-trifluoroethyl)-pyridine-3,4-diamine ClC=1C=C2C=C(N(C2=CC1)CCCS(=O)(=O)C)CC1(CN=CC=C1NCC(F)(F)F)N